ClC1=C(C=C(C=C1)F)[C@@H]1C=2N(CC(N1)=O)C(=NC2NC(C2=CC(=CC(=C2)C(F)(F)F)F)=O)C#N (R)-N-(8-(2-chloro-5-fluorophenyl)-3-cyano-6-oxo-5,6,7,8-tetrahydroimidazo[1,5-a]pyrazin-1-yl)-3-fluoro-5-(trifluoromethyl)benzamide